CC=1NC(=CN1)N1N=CC2=CC=C(C=C12)OC1C=2C=CC(=CC2CCC1)C#N 5-((1-(2-Methyl-1H-imidazol-5-yl)-1H-indazol-6-yl)oxy)-5,6,7,8-tetrahydronaphthalene-2-carbonitrile